(4-chloro-2-fluorophenyl)-4-isocyanatopiperidine ClC1=CC(=C(C=C1)N1CCC(CC1)N=C=O)F